2,5-dimethyl-2,5-bis-(t-butylperoxy)3-hexyne CC(C)(C#CC(C)(OOC(C)(C)C)C)OOC(C)(C)C